C(C)OP(=O)(OCC)CCNC(CCS(=O)(=O)O)=O 3-((2-(diethoxyphosphoryl)ethyl)amino)-3-oxopropane-1-sulfonic acid